propanetriol C(C(CO)O)O